FC(OC1=NC2=CC(=CC(=C2N=C1)C=1OC2=C(C1)C=C(C=C2)OCCNC)C)F 2-(2-(2-(difluoromethoxy)-7-methylquinoxalin-5-yl)benzofuran-5-yloxy)-N-methylethylamine